(3S)-3-[2-methoxy-5-(1-methylimidazol-2-yl)phenyl]-3-methyl-6-(trifluoromethyl)indolin-2-one COC1=C(C=C(C=C1)C=1N(C=CN1)C)[C@]1(C(NC2=CC(=CC=C12)C(F)(F)F)=O)C